N-(4-((4-(3-chloro-5-cyanophenyl)piperazin-1-yl)sulfonyl)phenyl)-2-(N-methylmethylsulfonamido)benzamide ClC=1C=C(C=C(C1)C#N)N1CCN(CC1)S(=O)(=O)C1=CC=C(C=C1)NC(C1=C(C=CC=C1)N(S(=O)(=O)C)C)=O